C(=O)(O)CCCNC(=S)N(C)C 1-(3-carboxypropyl)-3,3-dimethylthiourea